FC(C1=CC(=CC=C1)C=C)(F)F 1-(trifluoromethyl)-3-vinyl-benzene